CC1=CC=C(C=C1)S(=O)(=O)O.NC/C(/COC1=CC2=C(N=C(O2)NCC2=CC(=NC=C2)C(F)(F)F)C=C1)=C/F (Z)-6-((2-(amino-methyl)-3-fluoro-allyl)oxy)-N-((2-(trifluoromethyl)-pyridin-4-yl)-methyl)benzo[d]-oxazol-2-amine 4-methylbenzene-sulfonate